CC1(OB(OC1(C)C)C=1C=CC2=CN(N=C2C1)C1CCC(CC1)CNC(OC(C)(C)C)=O)C tert-Butyl ({(1r,4r)-4-[6-(4,4,5,5-tetramethyl-1,3,2-dioxaborolan-2-yl)-2H-indazol-2-yl]cyclohexyl}methyl)carbamate